ClC1=NC=CC(=N1)C(=O)NC=1C=CC2=C(N=C(S2)C)C1N1C[C@@H](CC1)NC(OC(C)(C)C)=O (R)-tert-Butyl 1-(5-(2-chloropyrimidine-4-carboxamido)-2-methylbenzo[d]thiazol-4-yl)pyrrolidin-3-ylcarbamate